BrC=1C=CC(=C(O\C(\C(=O)OC)=C/OC)C1)C (Z)-methyl 2-(5-bromo-2-methyl-phenoxy)-3-methoxy-prop-2-enoate